tert-butyl (4-hydroxybenzyl)carbamate OC1=CC=C(CNC(OC(C)(C)C)=O)C=C1